(R)-N-(1-(3-(difluoromethyl)-2-fluorophenyl)ethyl)-2-methyl-6-morpholinylpyrido[2,3-d]pyrimidin-4-amine FC(C=1C(=C(C=CC1)[C@@H](C)NC=1C2=C(N=C(N1)C)N=CC(=C2)N2CCOCC2)F)F